4,5-diethyl-1,3-bis(trimethylsilyl)-imidazole-2-thione C(C)C=1N(C(N(C1CC)[Si](C)(C)C)=S)[Si](C)(C)C